CC(CCC)(C)C (R)-4,4-dimethylpentan